(1R,2S)-N-BOC-3,4-difluorophenylpropylamine C(=O)(OC(C)(C)C)NCCCC1=CC(=C(C=C1)F)F